BrC1=CC(=CC(=N1)NCC)C 6-bromo-N-ethyl-4-methylpyridin-2-amine